bipyridin-3-amine N1=C(C(=CC=C1)N)C1=NC=CC=C1